BrC1=C2C(=C(NC2=C(C=C1F)C#N)C)C 4-bromo-5-fluoro-2,3-dimethyl-1H-indole-7-carbonitrile